1-bromo-8-(trimethylgermyl)benzofuro[2,3-c]pyridine BrC1=NC=CC2=C1OC1=C2C=CC=C1[Ge](C)(C)C